methyl 4H,5H,6H-cyclopenta[b]thiophene-3-carboxylate S1C2=C(C(=C1)C(=O)OC)CCC2